C1(CCCCC1)C1=CC=C(C=C1)C=1NC=2N(C(C1)=O)N=C(C2C(=O)N2CC(C2)CF)C2=NC=CC(=N2)C 5-(4-cyclohexylphenyl)-3-[3-(fluoromethyl)azetidine-1-carbonyl]-2-(4-methylpyrimidin-2-yl)-4H-pyrazolo[1,5-a]pyrimidin-7-one